C(C)(=O)C=1C(=NC(=CC1)N1C=NC2=C1C=C(C(=C2)Br)OC)N2N=C(C=C2C)C#N 1-[3-acetyl-6-(5-bromo-6-methoxy-benzimidazol-1-yl)-2-pyridyl]-5-methyl-pyrazole-3-carbonitrile